4-(2-amino-5-chlorophenyl)-3-{[tert-butyl(dimethyl)silyl]oxy}butanoic acid NC1=C(C=C(C=C1)Cl)CC(CC(=O)O)O[Si](C)(C)C(C)(C)C